ClCC(C[C@@]1(N(C[C@@H](C1)OC(C1=CC=C(C=C1)[N+](=O)[O-])=O)C(=O)OC(C)(C)C)C(=O)OC)=C 1-(tert-butyl) 2-methyl (2S,4R)-2-(2-(chloromethyl)allyl)-4-((4-nitro-benzoyl)oxy)pyrrolidine-1,2-dicarboxylate